5-methyl-1-(4-methylphenyl)-2(1H)-pyridone CC=1C=CC(N(C1)C1=CC=C(C=C1)C)=O